N-[(15aS,16R)-7-chloro-17,17,20-trifluoro-1-oxo-2,3,15a,16,17,18-hexahydro-1H,15H-4,8-(azeno)-14,10-(metheno)pyrrolo[1,2-j][1,8,10]oxadiazacycloheptadecin-16-yl]ethanesulfonamide ClC1=C2OC=3C=CC=C(C[C@@H]4N(C(NCC(C=C1)=N2)=O)CC([C@@H]4NS(=O)(=O)CC)(F)F)C3F